FC(C(=O)O)(F)F.FC(N1C=2C=3C=CN=C(CCCCCC(NC2C=N1)=O)C3)F 3-(difluoromethyl)-3,4,7,15-tetraazatricyclo[12.3.1.02,6]Octadeca-1(18),2(6),4,14,16-pentaen-8-one trifluoroacetate salt